FC1=CC=C(CNC(CC2C(NC3=CC=CN=C3C2)=O)=O)C=C1 N-(4-fluorobenzyl)-2-(2-oxo-1,2,3,4-tetrahydro-1,5-naphthyridin-3-yl)acetamide